N-(4-{[6-(5-chloro-2-fluoro-phenyl)-3-(dimethylamino)-pyridazin-4-yl]amino}pyridin-2-yl)-3-(4-methylpiperazin-1-yl)propanamide ClC=1C=CC(=C(C1)C1=CC(=C(N=N1)N(C)C)NC1=CC(=NC=C1)NC(CCN1CCN(CC1)C)=O)F